FC(C1(CC1)C(=O)N)F 1-(difluoromethyl)cyclopropane-1-carboxamide